3-nitropyridin-2,5-diamine [N+](=O)([O-])C=1C(=NC=C(C1)N)N